The molecule is a hexatriacontapentaenoate that is the conjugate base of (21Z,24Z,27Z,30Z,33Z)-hexatriacontapentaenoic acid, obtained by deprotonation of the carboxy group; major species at pH 7.3. It is a conjugate base of a (21Z,24Z,27Z,30Z,33Z)-hexatriacontapentaenoic acid. CC/C=C\\C/C=C\\C/C=C\\C/C=C\\C/C=C\\CCCCCCCCCCCCCCCCCCCC(=O)[O-]